1-(2-(3-(1H-pyrrol-1-yl)benzoyl)-2-azaspiro[3.3]heptan-6-yl)-3-(4-chlorobenzyl)urea N1(C=CC=C1)C=1C=C(C(=O)N2CC3(C2)CC(C3)NC(=O)NCC3=CC=C(C=C3)Cl)C=CC1